3-iodo-5-(1-(piperidin-4-yl)-1H-pyrazol-4-yl)-1-methyl-benzenesulfonyl-1H-pyrrolo[2,3-b]pyridine IC=1CC(C=C(C1)C=1C=NN(C1)C1CCNCC1)(S(=O)(=O)N1C=CC=2C1=NC=CC2)C